C(#N)B1C(C=CC(=C1C#N)C#N)C#N 1,2,5,6-tetracyano-2H-borinine